tert-butyl 4-(2-ethoxy-2-oxoethyl)-4-(1-nitroethyl)piperidine-1-carboxylate C(C)OC(CC1(CCN(CC1)C(=O)OC(C)(C)C)C(C)[N+](=O)[O-])=O